p-Nitrophenyl α-D-galactopyranoside O([C@@H]1[C@H](O)[C@@H](O)[C@@H](O)[C@H](O1)CO)C1=CC=C(C=C1)[N+](=O)[O-]